naphthyl(naphthobenzofuranyl)anthracene-d9 C1(=CC=CC2=CC=CC=C12)C1(C(C(=C(C=2C(=C3C(=C(C(=C(C3=C(C12)C1=COC=2C1=CC=C1C2C=CC2=CC=CC=C21)[2H])[2H])[2H])[2H])[2H])[2H])[2H])[2H])[2H]